(4-Ethynyl-3,6-dihydropyridin-1(2H)-yl)(tetrahydro-2H-pyran-4-yl)methanone C(#C)C=1CCN(CC1)C(=O)C1CCOCC1